C1=CN(C=2C=CC3=C(C12)CCCO3)C[C@@H](C)N(C)C (2R)-1-(8,9-dihydro-7H-pyrano[3,2-e]indol-3-yl)-N,N-dimethylpropan-2-amine